2-dimethylaminoethyl sulfate S(=O)(=O)(OCCN(C)C)[O-]